benzoic acid gold [Au].C(C1=CC=CC=C1)(=O)O